3-(3-Hydroxy-5-(8-methylquinolin-3-yl)pyridinecarboxamido)-2,2-dimethylpropionic acid OC=1C(=NC=C(C1)C=1C=NC2=C(C=CC=C2C1)C)C(=O)NCC(C(=O)O)(C)C